2,2,2-trifluoroethyl 1-(8-fluoro-7-(8-fluoronaphthalen-1-yl)-2-((hexahydro-1H-pyrrolizin-7a-yl)methoxy)pyrido[4,3-d]pyrimidin-4-yl)piperidine-4-carboxylate FC1=C(N=CC2=C1N=C(N=C2N2CCC(CC2)C(=O)OCC(F)(F)F)OCC21CCCN1CCC2)C2=CC=CC1=CC=CC(=C21)F